N-[(6-Amino-2-pyridyl)sulfonyl]-6-[3-(trifluoromethyl)pyrazol-1-yl]-2-(2,4,6-trimethylphenoxy)pyridin-3-carboxamid NC1=CC=CC(=N1)S(=O)(=O)NC(=O)C=1C(=NC(=CC1)N1N=C(C=C1)C(F)(F)F)OC1=C(C=C(C=C1C)C)C